10-((5-(dimethylcarbamoyl)-4-(2-(hydroxymethyl)phenyl)-2-oxopyridin-1(2H)-yl)methyl)-10-hydroxy-7-azaspiro[4.5]Decane-7-carboxylic acid tert-butyl ester C(C)(C)(C)OC(=O)N1CC2(CCCC2)C(CC1)(O)CN1C(C=C(C(=C1)C(N(C)C)=O)C1=C(C=CC=C1)CO)=O